N=1N(N=CC1)C1=C(C=C(C=N1)N)C(F)(F)F 6-(triazol-2-yl)-5-(trifluoromethyl)pyridin-3-amine